(Quinoxalin-6-ylmethyl)-4-(4,7-diazaspiro[2.5]octan-7-yl)pyridin-3-amine N1=CC=NC2=CC(=CC=C12)CC1=NC=CC(=C1N)N1CCNC2(CC2)C1